butyl 5-amino-1,3-thiazole-2-carboxylate NC1=CN=C(S1)C(=O)OCCCC